(S)-2-methyl-N-[spiro[furo[2,3-c]pyridin-2,4-piperidine]-3-ylidene]-propane-2-sulfinamide CC(C)(C)[S@](=O)N=C1C=2C(=CN=CC2)OC12CCNCC2